O[Fe]=O Hydroxy(oxo)iron